4-(3-chloro-6-ethoxy-2-fluoro-5-(prop-1-en-2-yl)phenyl)tetrahydro-2H-pyran ClC=1C(=C(C(=C(C1)C(=C)C)OCC)C1CCOCC1)F